N1,N6-diphenyl-N,N6-bis(4-trimethylsilanyl-phenyl)-1H,8H-pyrene-1,6-diamine C1(=CC=CC=C1)N(C1C=CC2=CC=C3C(=CCC4=CC=C1C2=C34)N(C3=CC=C(C=C3)[Si](C)(C)C)C3=CC=CC=C3)C3=CC=C(C=C3)[Si](C)(C)C